N-(2-(((S)-2-((1R,2S)-2-(cyclopropylcarbamoyl)cyclohexane-1-carbonyl)-1-((1,3-dioxoisoindolin-2-yl)methyl)-1,2,3,4-tetrahydroisoquinolin-8-yl)oxy)ethyl)-5-methylisoxazole-3-carboxamide C1(CC1)NC(=O)[C@@H]1[C@@H](CCCC1)C(=O)N1[C@@H](C2=C(C=CC=C2CC1)OCCNC(=O)C1=NOC(=C1)C)CN1C(C2=CC=CC=C2C1=O)=O